CC1(CC1)N(C(=O)C12C(NCC(CC1)N2)C(=O)O)CC2=CSC=C2 (1-methylcyclopropyl(thiophene-3-ylmethyl)carbamoyl)-3,8-diazabicyclo[3.2.1]octane-2-carboxylic acid